4-hydroxy-3-methoxy-benzoic acid OC1=C(C=C(C(=O)O)C=C1)OC